C(C)N1N=C2C=C(C(=C(C2=C1)F)C#C)F 2-ethyl-5-ethynyl-4,6-difluoroindazole